(S)-1-(2-(4-(quinolin-4-ylamino)piperidin-1-yl)acetyl)pyrrolidine-2-carbonitrile N1=CC=C(C2=CC=CC=C12)NC1CCN(CC1)CC(=O)N1[C@@H](CCC1)C#N